FC(OCC1(CC1)NC(=O)C=1C=NN2C1CN(CC2)C(=O)C=2NC1=CC=C(C(=C1C2)C)F)F N-{1-[(difluoromethoxy)methyl]cyclopropyl}-5-(5-fluoro-4-methyl-1H-indole-2-carbonyl)-4H,5H,6H,7H-pyrazolo[1,5-a]pyrazine-3-carboxamide